(2S,5'R)-7-chloro-6-[3-(1-hydroxyl-methyl-ethyl)-1,2,4-oxadiazol-5-yl]-3',4-dimethoxy-5'-methyl-spiro[benzofuran-2,4'-cyclohex-2-ene]-1',3-dione ClC1=C(C=C(C=2C([C@]3(C(=CC(C[C@H]3C)=O)OC)OC21)=O)OC)C2=NC(=NO2)C(C)(O)C